ClC1=C(CC=2NC(N(N2)C)=O)C=CC(=C1)F 5-(2-chloro-4-fluorobenzyl)-2-methyl-2,4-dihydro-3H-1,2,4-triazol-3-one